C(C)(C)(C)C1N(CC12CC(C2)C2=NOC(=C2)CC(=O)OC)C(=O)OCC2(CCCCC2)CO 1,1-cyclohexanedimethanol tert-butyl-6-(5-(2-methoxy-2-oxoethyl)isoxazol-3-yl)-2-azaspiro[3.3]heptane-2-carboxylate